CON(C(CCC#C)=O)CC1=CC=C(C=C1)C1=NOC(=N1)C(F)(F)F N-methoxy-N-[[4-[5-(trifluoromethyl)-1,2,4-oxadiazol-3-yl]phenyl]methyl]pent-4-ynamide